(Z)-1-(((1r,4r)-4-aminocyclohexyl)methyl)-3-((3,5-dimethyl-1H-pyrrol-2-yl)methylene)-5-fluoro-2-oxoindoline-6-carboxamide hydrochloride Cl.NC1CCC(CC1)CN1C(\C(\C2=CC(=C(C=C12)C(=O)N)F)=C/C=1NC(=CC1C)C)=O